5-Amino-2-((1r,4r)-4-(hydroxymethyl)cyclohexyl)-6-methoxyisoindolin-1-one NC=1C=C2CN(C(C2=CC1OC)=O)C1CCC(CC1)CO